C(#N)C=1N=CC=NC1 5-cyanopyrazine